hexacenyl acrylate C(C=C)(=O)OC1=CC=CC2=CC3=CC4=CC5=CC6=CC=CC=C6C=C5C=C4C=C3C=C12